(Z)-4-(benzyloxy)but-2-enal C(C1=CC=CC=C1)OC\C=C/C=O